5,6-diamino-2-thiouracil NC=1C(NC(NC1N)=S)=O